4-[4-[[6-Methyl-4-[(1-methylcyclopropyl)amino]-5-oxo-pyrido[4,3-d]pyrimidin-2-yl]amino]pyrazol-1-yl]piperidine-1-carboxylic acid tert-butyl ester C(C)(C)(C)OC(=O)N1CCC(CC1)N1N=CC(=C1)NC=1N=C(C2=C(N1)C=CN(C2=O)C)NC2(CC2)C